tetra-fluorenyl-silane S-((1-(5-(trifluoromethyl)pyrimidin-2-yl)piperidin-4-yl)methyl)ethanethioate FC(C=1C=NC(=NC1)N1CCC(CC1)CS=C(C)O)(F)F.C1(=CC=CC=2C3=CC=CC=C3CC12)[Si](C1=CC=CC=2C3=CC=CC=C3CC12)(C1=CC=CC=2C3=CC=CC=C3CC12)C1=CC=CC=2C3=CC=CC=C3CC12